3-([3,4'-bipyridin]-2-yloxy)-5-methoxy-N-methylbenzamide N1=C(C(=CC=C1)C1=CC=NC=C1)OC=1C=C(C(=O)NC)C=C(C1)OC